2-propyl-amino-2-ethoxy-ethyl-2-amino-propyl-silane C(CC)C(C[SiH](CCOCC)N)(C)N